FC(CCC(=O)NC1=CC(=C(C=C1)F)N1N=C2N=CC(=CC2=C1)C(C)C)(F)F 4,4,4-trifluoro-N-{4-fluoro-3-[5-(propan-2-yl)-2H-pyrazolo[3,4-b]pyridin-2-yl]phenyl}butanamide